C(C)OC(=O)C=1N(N=CC1)COCC[Si](C)(C)C 2-(2-trimethylsilylethoxymethyl)pyrazole-3-carboxylic acid ethyl ester